N-succinimidyl-3-(2-pyridyl-thio)propionate C1(CCC(N1N1C(C=CC=C1)SCCC(=O)[O-])=O)=O